CC1=NN(C(=C1O)C1=CC=CC=C1)C1=CC=CC=C1 3-Methyl-1,5-diphenyl-pyrazol-4-ol